N-(6-(trifluoromethyl)pyridin-3-yl)pyrimidine-4-carboxamide FC(C1=CC=C(C=N1)NC(=O)C1=NC=NC=C1)(F)F